C(C=C)(=O)OC(C)COC(C)COC(C)COC(C=C)=O tripropylenglycol diacrylate